ClC1=CC(=C(C=C1)C1=NC(=CC2=C1N=C(N(C2=O)C)C)N2CC1=CN=CC=C1CC2)F 8-(4-chloro-2-fluoro-phenyl)-6-(3,4-dihydro-1H-2,7-naphthyridin-2-yl)-2,3-dimethyl-pyrido[3,4-d]pyrimidin-4-one